C(C1=CC=CC=C1)OC1=CC(=NC(=C1)Br)C(=O)NC1=CC(=NC=C1)C(F)(F)F 4-(benzyloxy)-6-bromo-N-[2-(trifluoromethyl)pyridin-4-yl]pyridine-2-carboxamide